tert-butyl 2-[1-(2-chloro-6-fluoro-4-nitro-phenyl)-4-hydroxy-4-piperidyl]acetate ClC1=C(C(=CC(=C1)[N+](=O)[O-])F)N1CCC(CC1)(O)CC(=O)OC(C)(C)C